C(C)OC(CCCCC1C2CC(CC2CC1)=O)CC 6-(5-ethoxyhept-1-yl)bicyclo[3.3.0]octan-3-one